ClC=1C=C(C=CC1C#N)N1CC2(CC1C)CCN(CC2)C2=CC=C(C(=O)O)C=C2 4-(2-(3-Chloro-4-cyanophenyl)-3-methyl-2,8-diazaspiro[4.5]decan-8-yl)benzoic acid